(R)-N-(5-(4-(4-fluoropyrazolo[1,5-a]pyridin-2-yl)-1,4,6,7-tetrahydro-5H-imidazo[4,5-c]pyridin-5-yl)pyrazin-2-yl)cyclopropanecarboxamide FC=1C=2N(C=CC1)N=C(C2)[C@@H]2N(CCC1=C2N=CN1)C=1N=CC(=NC1)NC(=O)C1CC1